(S)-azetidin-2-yl(4-(4-chloro-3,5-difluoro-1H-indole-2-carbonyl)piperazin-1-yl)methanone N1[C@@H](CC1)C(=O)N1CCN(CC1)C(=O)C=1NC2=CC=C(C(=C2C1F)Cl)F